FC(C=1C(=C(C=CC1)[C@@H](C)NC1=NC(=NC2=CC3=C(C=C12)N(C(C(O3)(C)C)=O)C3CNCC3)C)F)F 4-(((R)-1-(3-(difluoromethyl)-2-fluorophenyl)ethyl)amino)-2,8,8-trimethyl-6-(Pyrrolidin-3-yl)-6H-[1,4]oxazino[3,2-g]quinazolin-7(8H)-one